[Zr].[Pb].[Ni].[Zr].[Pb] lead-zirconium-nickel-lead-zirconium